1-phenylpropan-1-ol sulfate S(=O)(=O)(O)OC(CC)C1=CC=CC=C1